tert-Butyl methyl(2-oxo-2-(4-(5-(trifluoromethyl)pyrimidin-2-yl)piperazin-1-yl)ethyl)carbamate CN(C(OC(C)(C)C)=O)CC(N1CCN(CC1)C1=NC=C(C=N1)C(F)(F)F)=O